[Na].C1CCC2=C(C=3CCCC3C=C12)NC(N)=O 3-(1,2,3,5,6,7-hexahydro-s-indacen-4-yl)urea, sodium salt